OCCOC1=CC=2N(C=C1)N=CC2 5-(2-hydroxyethoxy)pyrazolo[1,5-a]pyridine